methyl (E)-7-hydroxy-2-(4-hydroxyphenyl)-5-(3-methoxy-3-oxoprop-1-en-1-yl)-2,3-dihydrobenzofuran-3-carboxylate OC1=CC(=CC=2C(C(OC21)C2=CC=C(C=C2)O)C(=O)OC)\C=C\C(=O)OC